5-(4-chlorophenyl)-1-[1-(2,4-dichlorophenyl)ethyl]pyrazole-3-carboxylic acid ClC1=CC=C(C=C1)C1=CC(=NN1C(C)C1=C(C=C(C=C1)Cl)Cl)C(=O)O